6-[3-(1,1-Difluoroethyl)-4-fluoro-phenyl]pyrazin FC(C)(F)C=1C=C(C=CC1F)C1=CN=CC=N1